(R)-5-chloro-N-(3-(S-methylsulfonimidoyl)phenyl)-4-(trifluoromethyl)-2-(4-(trifluoromethyl)piperidin-1-yl)benzamide ClC=1C(=CC(=C(C(=O)NC2=CC(=CC=C2)[S@@](=O)(=N)C)C1)N1CCC(CC1)C(F)(F)F)C(F)(F)F